(R or S)-4-ethyl-3-{2-[(6-methoxy-2-methyl-1,2,3,4-tetrahydroisoquinolin-7-yl)amino]quinazolin-7-yl}-1,3-oxazolidin-2-one C(C)[C@H]1N(C(OC1)=O)C1=CC=C2C=NC(=NC2=C1)NC1=C(C=C2CCN(CC2=C1)C)OC |o1:2|